2-hydroxyquinolin OC1=NC2=CC=CC=C2C=C1